3,4-diaminophenylphosphoric acid NC=1C=C(C=CC1N)OP(O)(O)=O